O=C1NC(CCC1N1C(C2=CC=CC(=C2C1=O)NCC1=CC=C(C=C1)CN1CCC(CC1)OCC(C)C)=O)=O 2-(2,6-dioxopiperidin-3-yl)-4-(4-((4-isobutoxypiperidin-1-yl)methyl)benzylamino)isoindoline-1,3-dione